ClC1=C(C(=CC=C1Cl)OC)C=1CCN(CC1)C(=O)OC(C)(C)C tert-butyl 4-(2,3-dichloro-6-methoxyphenyl)-1,2,3,6-tetrahydropyridine-1-carboxylate